FC=1C=C(C=CC1F)C=1C=C(C=NC1)OC=1C=NC(=C(C#N)C1)OC1CCN(CC1)C(CO)=O 5-((5-(3,4-difluorophenyl)pyridin-3-yl)oxy)-2-((1-(2-hydroxyacetyl)piperidin-4-yl)oxy)nicotinonitrile